(5,5-difluoro-1-methylpiperidin-3-yl)-2-(8-isopropyl-5-oxothieno[3',2':4,5]pyrrolo[1,2-d][1,2,4]triazin-6(5H)-yl)acetamide FC1(CC(CN(C1)C)C(C(=O)N)N1N=C(N2C(C1=O)=CC1=C2SC=C1)C(C)C)F